(2,4-di-tert-butylphenyl)-1,1-biphenyl-4,4'-diphosphonite C(C)(C)(C)C1=C(C=CC(=C1)C(C)(C)C)OP([O-])C1=CC=C(C=C1)C1=CC=C(C=C1)P([O-])[O-]